BrC1=C(C(=CC=2N(C(=NC21)C(=O)OCC)CC2=C(C=C(C=C2)OC)OC)NC(=O)C2=CC(=CC(=C2)C(F)(F)F)F)C(=O)C2=C(C=CC(=C2)F)Cl ethyl 4-bromo-5-[(2-chloro-5-fluorophenyl)carbonyl]-1-[(2,4-dimethoxyphenyl)methyl]-6-({[3-fluoro-5-(trifluoromethyl)phenyl]carbonyl}amino)benzo[d]imidazole-2-carboxylate